FC(C1=CC=C(C=C1)C=1C=C(C(N(N1)C=1C=NC=CC1)=O)C(=O)N[C@@H]1COC[C@@H]1O)F 6-[4-(difluoromethyl)phenyl]-N-[(cis)-4-hydroxytetrahydrofuran-3-yl]-3-oxo-2-(pyridin-3-yl)-2,3-dihydropyridazine-4-carboxamide